3-[1-[(1S)-1-[(2S,4r)-4-hydroxy-2-(methylcarbamoyl)pyrrolidine-1-carbonyl]-2,2-dimethyl-propyl]triazol-4-yl]-2,2-dimethyl-propionic acid ethyl ester C(C)OC(C(CC=1N=NN(C1)[C@@H](C(C)(C)C)C(=O)N1[C@@H](C[C@H](C1)O)C(NC)=O)(C)C)=O